(2R,4R)-4-((4-(azetidin-1-yl)-3-fluoro-6-((5-methyl-1H-pyrazol-3-yl)amino)pyridin-2-yl)methyl)-2-methyl-1-((2-(trifluoromethyl)phenyl)sulfonyl)piperidine-4-carboxylic acid N1(CCC1)C1=C(C(=NC(=C1)NC1=NNC(=C1)C)C[C@@]1(C[C@H](N(CC1)S(=O)(=O)C1=C(C=CC=C1)C(F)(F)F)C)C(=O)O)F